3-[(3-chloro-4-methoxy-benzoyl)amino]-N-tetrahydropyran-4-yl-1H-pyrazole-5-carboxamide ClC=1C=C(C(=O)NC2=NNC(=C2)C(=O)NC2CCOCC2)C=CC1OC